COCOC1=CC=C(C=C1)C=1SC=CC1C(=O)O 2-[4-(methoxymethoxy)phenyl]thiophene-3-carboxylic acid